2-((1-(1-cyanoethyl)-3-cyclopropoxy-1H-pyrazol-4-yl)amino)-7-((3r,4r)-4-methoxytetrahydrofuran-3-yl)-7H-pyrrolo[2,3-d]pyrimidine-6-carbonitrile C(#N)C(C)N1N=C(C(=C1)NC=1N=CC2=C(N1)N(C(=C2)C#N)[C@@H]2COC[C@@H]2OC)OC2CC2